COCC1=NN2C(N=CC=C2C(=O)NC2CC3=CC(=CC=C3CC2)OC)=C1C(=O)N 2-(methoxymethyl)-N7-(7-methoxytetralin-2-yl)pyrazolo[1,5-a]pyrimidine-3,7-dicarboxamide